O=C1NC(CCC1N1C(N(C2=C1C=CC(=C2)C2CCN(CC2)C(=O)OC(C)(C)C)C(C)C)=O)=O tert-butyl 4-(1-(2,6-dioxopiperidin-3-yl)-3-isopropyl-2-oxo-2,3-dihydro-1H-benzo[d]imidazol-5-yl)piperidine-1-carboxylate